methyl (E)-3-(3-(N-((4'-(dimethylamino)-[1,1'-biphenyl]-4-yl)methyl-d)benzamido)-5-fluorophenyl)acrylate CN(C1=CC=C(C=C1)C1=CC=C(C=C1)C(N(C(C1=CC=CC=C1)=O)C=1C=C(C=C(C1)F)/C=C/C(=O)OC)[2H])C